Cl.Cl.Cl.COC(CCC)=O butanoic acid methyl ester tri-hydrochloride